2-[4-(Bromomethyl)phenyl]-5-tert-butyl-1,3,4-oxadiazole BrCC1=CC=C(C=C1)C=1OC(=NN1)C(C)(C)C